4-diisopropylphosphoryl-5-bromo-9,9-dimethylxanthene C(C)(C)P(=O)(C(C)C)C1=CC=CC=2C(C3=CC=CC(=C3OC12)Br)(C)C